4,6-dihydroxynicotinic acid OC1=CC(=NC=C1C(=O)O)O